((2R,3S,5R)-5-(4-amino-2-oxopyrimidin-1(2H)-yl)-3-((butoxy oxidophosphoryl)oxy)tetrahydrofuran-2-yl)methyl butyl phosphate P(=O)(OC[C@H]1O[C@H](C[C@@H]1OP(=O)([O-])OCCCC)N1C(N=C(C=C1)N)=O)(OCCCC)[O-]